4-(piperidin-4-yl-methyl)-1-Bocpiperazine N1CCC(CC1)CN1CCN(CC1)C(=O)OC(C)(C)C